ClC1=CN=C(S1)NC(C(C)C1=CC(=CS1)C=1C=CC(=NC1)C(C(=O)N)=C)=O (5-(5-(1-((5-chlorothiazol-2-yl)amino)-1-oxopropan-2-yl)thiophen-3-yl)pyridin-2-yl)acrylamide